C(C)(C)(C)OC(=O)N1CC2C(C1)CN(C2)C2=CC(N(C1=CC=C(N=C21)C#N)C)=O tert-butyl-2-(6-cyano-1-methyl-2-oxo-1,5-naphthyridin-4-yl)-1,3,3a,4,6,6a-hexahydropyrrolo[3,4-c]pyrrole-5-carboxylate